C[C@@H](C(=O)OC)O Methyl (S)-(-)-lactate